N-(4'-amino-3,3'-dimethyl-[1,1'-biphenyl]-4-yl)-8-bromooctanoic acid amide NC1=C(C=C(C=C1)C1=CC(=C(C=C1)NC(CCCCCCCBr)=O)C)C